C(C)(C)N1C(=NC(=C1)C(F)(F)F)C1=CC=C(CNC2=NC(=NN3C2=NC=C3)C=3C(=NC=NC3)C3C=CC(CC3)(O)C)C=C1 4-(5-(4-((4-(1-isopropyl-4-(trifluoromethyl)-1H-imidazol-2-yl)benzyl)amino)imidazo[2,1-f][1,2,4]triazin-2-yl)pyrimidin-4-yl)-1-methylcyclohex-2-en-1-ol